Cl.NC=1C=CC(=C(C1)NC(OCC1C2=CC=CC=C2C=2C=CC=CC12)=O)C 9H-fluoren-9-ylmethyl N-(5-amino-2-methyl-phenyl)carbamate hydrochloride